tert-butyl 4-(4-(2,3-dihydrobenzo[b][1,4]dioxin-6-yl)pyrimidin-2-yl)piperazine-1-carboxylate O1C2=C(OCC1)C=C(C=C2)C2=NC(=NC=C2)N2CCN(CC2)C(=O)OC(C)(C)C